C(C)(C)(C)OC(=O)N1CCN(CC1)CCC(=O)O 3-(1-t-butoxycarbonylpiperazin-4-YL)propionic acid